CC(CCOC=1C=C(C=C(C1)F)C1=C(N=C(S1)NS(=O)(=O)C1=CC=CC=C1)C1=C(C=CC=C1C(F)(F)F)C)(C)C N-(5-(3-(3,3-dimethylbutoxy)-5-fluorophenyl)-4-(2-methyl-6-(trifluoromethyl)phenyl)thiazol-2-yl)benzenesulfonamide